1-(2-ethyl-2-methylbenzo[d][1,3]dioxol-5-yl)ethan-1-ol C(C)C1(OC2=C(O1)C=CC(=C2)C(C)O)C